N-[(3S,4S)-1-methyl-3-methyl-4-piperidyl]-6-{3-[4-(N-methylcarbamoyl)-2-toluidino]-1-propynyl}-1-(2,2,2-trifluoroethyl)-1H-1,3-benzimidazole-4-carboxamide CN1C[C@@H]([C@H](CC1)NC(=O)C1=CC(=CC=2N(C=NC21)CC(F)(F)F)C#CCNC=2C(=CC=C(C2)C(NC)=O)C)C